BrCCN1C(CCC1)=O 1-(2-bromoethyl)pyrrolidin-2-one